6-(2-(benzo[d][1,3]dioxol-5-yloxy)ethoxy)-3-(5-methylthiazol-4-yl)-2-(4-(trifluoromethyl)phenyl)-1H-indene-1-on O1COC2=C1C=CC(=C2)OCCOC2=CC=C1C(=C(C(C1=C2)=O)C2=CC=C(C=C2)C(F)(F)F)C=2N=CSC2C